1,1,2,2-tetrahydroperfluoro-1-decanol C(CO)C(C(C(C(C(C(C(C(F)(F)F)(F)F)(F)F)(F)F)(F)F)(F)F)(F)F)(F)F